7-cyclopropyl-4-((2,2-difluoroethyl)amino)-1-(2-methylpyridin-3-yl)quinazolin-2(1H)-one C1(CC1)C1=CC=C2C(=NC(N(C2=C1)C=1C(=NC=CC1)C)=O)NCC(F)F